1-[(7R)-4-[(3S)-3-(Cyanomethyl)-4-(prop-2-enoyl)piperazin-1-yl]-2-{[(2S)-1-methylpyrrolidin-2-yl]methoxy}-5,6,7,8-tetrahydroquinazolin-7-yl]-2,3-dihydro-1H-indole-7-carbonitrile C(#N)C[C@H]1CN(CCN1C(C=C)=O)C1=NC(=NC=2C[C@@H](CCC12)N1CCC2=CC=CC(=C12)C#N)OC[C@H]1N(CCC1)C